CC=1OC=CC1C(C)(C)O 2-methyl-3-(α-hydroxyisopropyl)furan